CC1(C(C(=CC2(CN(C2)C(CC2CC(CCC2)C(F)(F)F)=O)C1)C#N)=O)C 8,8-dimethyl-7-oxo-2-{[3-(trifluoromethyl)cyclohexyl]acetyl}-2-azaspiro[3.5]non-5-ene-6-carbonitrile